octacosene CCCCCCCCCCCCCCCCCCCCCCCCCCC=C